FC1=C(OC2=CC=C(C=C2)C=2N=C(N3C2C=NC=C3C)[C@H]3CN(CC3)C(C=C)=O)C=CC=C1OC (R)-1-(3-(1-(4-(2-fluoro-3-methoxyphenoxy)phenyl)-5-methylimidazo[1,5-a]pyrazin-3-yl)pyrrolidin-1-yl)prop-2-en-1-one